O1C=NC=C1CNC(=O)NC1=CC=C(C=C1)S(=O)(=O)C=1SC=CN1 1-Oxazol-5-ylmethyl-3-[4-(thiazole-2-sulfonyl)-phenyl]-urea